3-(chloromethyl)cyclohexylmethylamine ClCC1CC(CCC1)CN